FC1=C(C=CC(=C1NC=1C2=C(N=CN1)SC(=N2)NN)F)NS(=O)(=O)C2=C(C(=CC=C2)F)C N-[2,4-difluoro-3-[(2-hydrazinothiazolo[5,4-d]pyrimidin-7-yl)amino]phenyl]-3-fluoro-2-methyl-benzenesulfonamide